5-(3-Chlorophenylethynyl)-5-methyl[1,2,4]triazine ClC=1C=C(C=CC1)C#CC1(NC=NN=C1)C